C(=C)OP(=O)(OC=C)[O-] bis(ethenyl)phosphate